CC=1C=C(C=CC1)N(C1=CC=C(C=C1)C1=CC=C(N(C2=CC=CC=C2)C2=CC(=CC=C2)C)C=C1)C1=CC=CC=C1 N,N'-bis(3-methyl-phenyl)-N,N'-diphenylbenzidine